FC(CN1N=C(C=2C1=NC(=NC2)N2CC1(CN(C1)C1=CC(=NC=C1)C(F)(F)F)CC2)CC)F 1-(2,2-difluoroethyl)-3-ethyl-6-(2-(2-(trifluoromethyl)pyridin-4-yl)-2,6-diazaspiro[3.4]octan-6-yl)-1H-pyrazolo[3,4-d]pyrimidine